trans-(2E)-N-(2-(dimethylamino)ethyl)-N-[3-[(6-(4-hydroxyphenyl)-1H-indazole-4-yl)oxy]cyclobutyl]but-2-enamide CN(CCN(C(\C=C\C)=O)[C@@H]1C[C@H](C1)OC1=C2C=NNC2=CC(=C1)C1=CC=C(C=C1)O)C